1-(2-Chlorophenyl)-7-cyclopropyl-4-(((1S,2R)-2-fluorocyclopropyl)amino)-5-methoxyquinazolin-2(1H)-one ClC1=C(C=CC=C1)N1C(N=C(C2=C(C=C(C=C12)C1CC1)OC)N[C@@H]1[C@@H](C1)F)=O